2-(3-cyclopropyl-5-(difluoromethyl)-1H-pyrazol-1-yl)acetic acid C1(CC1)C1=NN(C(=C1)C(F)F)CC(=O)O